p-isopropenyl-phenol C(=C)(C)C1=CC=C(C=C1)O